ethyl (S)-2-(tert-butoxy)-2-(7-(4-chlorophenyl)-2-(1-ethyl-3-(1-((S)-pyrrolidin-3-yl)piperidin-4-yl)-1H-indazol-5-yl)-5-methylbenzo[d]thiazol-6-yl)acetate C(C)(C)(C)O[C@H](C(=O)OCC)C1=C(C2=C(N=C(S2)C=2C=C3C(=NN(C3=CC2)CC)C2CCN(CC2)[C@@H]2CNCC2)C=C1C)C1=CC=C(C=C1)Cl